4-hydroxy-1-isobutyl-7-(4-methylpiperazin-1-yl)-N-(3-methylpyridin-2-yl)-2-oxo-1,2-dihydroquinoline-3-carboxamide OC1=C(C(N(C2=CC(=CC=C12)N1CCN(CC1)C)CC(C)C)=O)C(=O)NC1=NC=CC=C1C